C(C1=CC=CC=C1)OC[C@@H]1COCC(CN1C(=O)OC(C)(C)C)=O tert-butyl (R)-3-((benzyloxy)methyl)-6-oxo-1,4-oxazepane-4-carboxylate